pyrrole hydrochloride Cl.N1C=CC=C1